[Li].FC=1C=2N(C=C(C1)C=1C(=NC(=C(C(=O)N)C1)OC)N1CCNCC1)C=C(N2)C (8-fluoro-2-methylimidazo[1,2-a]pyridin-6-yl)-2-methoxy-6-(piperazin-1-yl)nicotinamide lithium